ClC1=NC(=C(C2=CC=CC=C12)O)C(=O)NC(C(=O)O)CC1=CC=C(C=C1)O 2-[(1-Chloro-4-hydroxyisoquinoline-3-carbonyl)amino]-3-(4-hydroxyphenyl)propanoic acid